FC1=CC=C(C=C1)NC([C@H](C1=CC=CC=C1)C1=NC(=CN=C1N)C1=CC=C(C=C1)Cl)=O (R)-2-((4-fluorophenyl)amino)-2-oxo-1-phenylethyl-3-amino-6-(4-chlorophenyl)pyrazine